N-[6-benzyloxy-6,15-bis(trifluoromethyl)-13,19-dioxa-3,4,18-triazatricyclo[12.3.1.12,5]nonadeca-1(17),2,4,8,14(18),15-hexaen-17-yl]-1,1-diphenyl-methanimine C(C1=CC=CC=C1)OC1(C2=NN=C(C3=C(C=C(C(OCCCC=CC1)=N3)C(F)(F)F)N=C(C3=CC=CC=C3)C3=CC=CC=C3)O2)C(F)(F)F